(S)-2-amino-N-(2-(4'-(trifluoromethyl)-[1,1'-biphenyl]-4-yl)ethyl)pentanamide hydrochloride Cl.N[C@H](C(=O)NCCC1=CC=C(C=C1)C1=CC=C(C=C1)C(F)(F)F)CCC